(E)-3-(6-chloro-1-phenyl-1H-indol-3-yl)-2-cyanoacrylate ClC1=CC=C2C(=CN(C2=C1)C1=CC=CC=C1)/C=C(/C(=O)[O-])\C#N